2-ethoxy-4-(1-propenyl)phenol C(C)OC1=C(C=CC(=C1)C=CC)O